FC(C1=CC=C(C=N1)NC(=O)[C@@H]1CC12CCN(CC2)C(=O)OC(C(F)(F)F)C(F)(F)F)(F)F 1,1,1,3,3,3-hexafluoropropan-2-yl (R)-1-((6-(trifluoromethyl)pyridin-3-yl)carbamoyl)-6-azaspiro[2.5]octane-6-carboxylate